Cl.N1C=CC=2C1=NC=C(C2)[C@H](C)NC2=CC=C(C=N2)C(=O)O 6-{[(1S)-1-{1H-Pyrrolo[2,3-b]pyridin-5-yl}ethyl]amino}pyridine-3-carboxylic acid hydrochloride